9h-Purin-6-Ylamine N1=CN=C2NC=NC2=C1N